ClC1=CC=C(C=C1)C1CC=CCC1[N+](=O)[O-] 1-chloro-4-(6-nitrocyclohex-3-enyl)-benzene